BrC1=C(C(=NN1C1=CC=CC=C1)CC)C=O 5-BROMO-3-ETHYL-1-PHENYL-1H-PYRAZOLE-4-CARBOXALDEHYDE